COC=1C=C2C(=NC(=NC2=CC1OC)C)NC(C)C1=C2C=NNC2=CC(=C1)C 6,7-dimethoxy-2-methyl-N-[1-(6-methyl-1H-indazol-4-yl)ethyl]quinazolin-4-amine